C1=CC=CC=2C3=CC=CC=C3C(C12)COC(=O)N(CC(=O)O)C 2-[9H-fluoren-9-yl-methoxycarbonyl-(methyl)amino]acetic acid